(R)-N-(1-(4-(2-(2-aminopyridin-3-yl)-5-phenyl-3H-imidazo[4,5-b]pyridin-3-yl)benzyl)piperidin-3-yl)-4-formyl-3-hydroxybenzamide NC1=NC=CC=C1C1=NC=2C(=NC(=CC2)C2=CC=CC=C2)N1C1=CC=C(CN2C[C@@H](CCC2)NC(C2=CC(=C(C=C2)C=O)O)=O)C=C1